N[C@H]1C2N(CC1CC2)C(=O)C2=CC1=C(N(C(=N1)C1=CC=3C(=NC(=CC3)C=3C=CC(=C(C(=O)N)C3)F)N1CC1CC1)C)C(=C2)OC 5-(2-{5-[(7R)-7-amino-2-azabicyclo[2.2.1]heptane-2-carbonyl]-7-methoxy-1-methyl-1H-1,3-benzodiazol-2-yl}-1-(cyclopropylmethyl)-1H-pyrrolo[2,3-b]pyridin-6-yl)-2-fluorobenzamide